NC1=CC(=CN=N1)C1=CC(=C2C=NNC2=C1)OCCOCCCCNCC=1C=C(C(=O)N)C=C(C1)OC(F)(F)F 3-(((4-(2-((6-(6-aminopyridazin-4-yl)-1H-indazol-4-yl)oxy)ethoxy)butyl)amino)methyl)-5-(trifluoromethoxy)benzamide